N-[3-[2-(difluoromethoxy)-5-[[6-(3-hydroxy-1-methyl-azetidin-3-yl)-2-pyridyl]oxy]phenyl]-1-methyl-pyrazol-4-yl]pyrazolo[1,5-a]pyrimidine-3-carboxamide FC(OC1=C(C=C(C=C1)OC1=NC(=CC=C1)C1(CN(C1)C)O)C1=NN(C=C1NC(=O)C=1C=NN2C1N=CC=C2)C)F